O1COC2=C1C=CC(=C2)C(C=2C(=NC(=NC2)O)O)C2=CC1=C(OCO1)C=C2 5-(bis(benzo[d][1,3]dioxol-5-yl)methyl)pyrimidine-2,4-diol